(2R)-2-amino-3-(7-bromo-4-{[(furan-2-yl)methyl]amino}thieno[3,2-c]pyridazin-6-yl)propan-1-ol N[C@@H](CO)CC1=C(C=2N=NC=C(C2S1)NCC=1OC=CC1)Br